ClC1=CC=C(\C=C/2\C(NC3=C(S2)C=CC(=C3)S(=O)(=O)CC3=C(C=CC=C3C)C)=O)C=C1 (Z)-2-(4-chlorobenzylidene)-6-((2,6-dimethylbenzyl)sulfonyl)-2H-benzo[b][1,4]thiazin-3(4H)-one